C1=CCOS1(=O)=O propensultone